(R)-1-((5-fluoro-2-(2-methoxy-7-methylquinoxalin-5-yl)benzo[d]thiazol-6-yl)oxy)propan-2-yl (2-oxo-2,3-dihydrobenzo[d]oxazol-6-yl)carbamate O=C1OC2=C(N1)C=CC(=C2)NC(O[C@@H](COC2=CC1=C(N=C(S1)C1=C3N=CC(=NC3=CC(=C1)C)OC)C=C2F)C)=O